6-{2-(5-chloro-2-oxospiro[indoline-3,4'-piperidin]-1'-yl)ethoxy}-1-[(cis)-3-hydroxy-3-methylcyclobutyl]-8-(trifluoromethyl)-1,4-dihydro-3,1-benzoxazin-2-one ClC=1C=C2C(=CC1)NC(C21CCN(CC1)CCOC=1C=C(C2=C(COC(N2C2CC(C2)(C)O)=O)C1)C(F)(F)F)=O